FC(CN1N=CC2=C1N=C(N(C2=O)CC)N2CCC1(CCN(C1)C1=NC(=NC(=C1)C(F)(F)F)C)CC2)F 1-(2,2-difluoroethyl)-5-ethyl-6-(2-(2-methyl-6-(trifluoromethyl)pyrimidin-4-yl)-2,8-diazaspiro[4.5]decan-8-yl)-1,5-dihydro-4H-pyrazolo[3,4-d]pyrimidin-4-one